1H-tetrazol-5-ylphenylboronic acid N1N=NN=C1C1=C(C=CC=C1)B(O)O